3-(3-fluorophenyl)1-phenyl-2-propen-1-one FC=1C=C(C=CC1)C=CC(=O)C1=CC=CC=C1